NC=1C(=C(C=CC1F)NC(=O)[C@@H]1C([C@H]1C1=CC(=C(C(=C1)Cl)Cl)Cl)(Cl)Cl)F (1r,3r)-N-(3-amino-2,4-difluorophenyl)-2,2-dichloro-3-(3,4,5-trichlorophenyl)cyclopropane-1-carboxamide